N-((R)-4,4-difluoro-1-methylpyrrolidin-3-yl)-5-(1-((R)-1,1-difluoropropan-2-yl)-1H-benzo[d][1,2,3]triazol-6-yl)-4-methoxypyrrolo[2,1-f][1,2,4]triazin-2-amine FC1([C@@H](CN(C1)C)NC1=NN2C(C(=N1)OC)=C(C=C2)C=2C=CC1=C(N(N=N1)[C@@H](C(F)F)C)C2)F